benzyl (S,E)-4-amino-5-((S)-2-oxopyrrolidin-3-yl)pent-2-enoate N[C@H](/C=C/C(=O)OCC1=CC=CC=C1)C[C@H]1C(NCC1)=O